ClC=1C(=CC=2C3=C(C(=NC2C1F)C=CCO)CN([C@H]3C)C(COC)=O)OC (S)-1-(7-chloro-6-fluoro-4-(3-hydroxyprop-1-en-1-yl)-8-methoxy-1-methyl-1,3-dihydro-2H-pyrrolo[3,4-c]quinolin-2-yl)-2-methoxyethan-1-one